methyl 2-(5-(6,7-dichloro-3-(1H-pyrazol-4-yl)-1H-indol-2-yl)-4H-1,2,4-triazol-3-yl)acetate ClC1=CC=C2C(=C(NC2=C1Cl)C=1NC(=NN1)CC(=O)OC)C=1C=NNC1